2-(5-(((1R,2R,3S,5S)-2-fluoro-9-azabicyclo[3.3.1]nonan-3-yl)oxy)-1,3,4-thiadiazol-2-yl)-5-(2-methoxypyridin-4-yl)phenol F[C@@H]1[C@H]2CCC[C@@H](C[C@@H]1OC1=NN=C(S1)C1=C(C=C(C=C1)C1=CC(=NC=C1)OC)O)N2